NC1=C(C2=C(S1)C(C(CC2)(C2=CC=CC=C2)CCOC=2C(=NC=NC2)O)=O)C(=O)N 2-Amino-6-(2-((4-hydroxypyrimidin-5-yl)oxy)ethyl)-7-oxo-6-phenyl-4,5,6,7-tetrahydrobenzo[b]thiophene-3-carboxamide